3-(Difluoromethyl)-N-(2-(3-hydroxy-3-methylbutyl)-5-(2-hydroxypropan-2-yl)-1-methyl-1H-benzo[d]Imidazol-6-yl)-2-methylbenzamide FC(C=1C(=C(C(=O)NC=2C(=CC3=C(N(C(=N3)CCC(C)(C)O)C)C2)C(C)(C)O)C=CC1)C)F